C(C)C=1N(C=CN1)C(=CC=O)N1C(=NC=C1)CC 3,3-bis(2-ethyl-1H-imidazol-1-yl)acrolein